C1(CCCC1)C=1C=NC=2N(C1)C(=C(N2)C2=NC(=NN2)C(F)(F)F)C2=CN=CN2 5-[6-cyclopentyl-3-(1H-imidazol-5-yl)imidazo[1,2-a]pyrimidin-2-yl]-3-(trifluoromethyl)-1H-1,2,4-triazole